2-((2-chloro-5,6,7,8-tetrahydropyrido[4,3-d]pyrimidin-4-yl)amino)-1-fluoro-5,6,8,9,10,11-hexahydro-7H-pyrido[3',4':4,5]pyrrolo[2,3-f]isoquinolin-7-one ClC=1N=C(C2=C(N1)CCNC2)NC=2N=CC=1CCC3=C(C1C2F)NC2=C3C(NCC2)=O